ClC1=C(C(=O)NCC(=O)N[C@@H](CC(C)C)C(=O)O)C=C(C=C1)Cl (2,5-dichlorobenzoyl)glycyl-leucine